ClC=1C=C(C=CC1C(F)(F)F)NS(=O)(=O)C=1C(=C(NC1CC)CC)C(=O)O 4-(N-(3-chloro-4-(trifluoromethyl)phenyl)sulfamoyl)-2,5-diethyl-1H-pyrrole-3-carboxylic acid